CC1(NC(CC(C1)N)(C)C)C 2,2,6,6-tetramethyl-4-piperidinamine